FC(OC1=C(C=CC=C1)C1C2=C(NC(=C1C(=O)OC)CF)COC2=O)F methyl 4-(2-(difluoromethoxy) phenyl)-2-(fluoromethyl)-5-oxo-1,4,5,7-tetrahydrofuro[3,4-b]pyridine-3-carboxylate